(+/-)-trans-methyl 3-((7-(2-((tert-butyldimethylsilyl)oxy)ethyl)-2-chloro-7H-pyrrolo[2,3-d]pyrimidin-4-yl)amino)bicyclo[2.2.2]octane-2-carboxylate [Si](C)(C)(C(C)(C)C)OCCN1C=CC2=C1N=C(N=C2NC2C(C1CCC2CC1)C(=O)OC)Cl